5-(1-(2,2-difluoroethyl)-4-fluoro-1H-benzo[d]imidazol-6-yl)-6-fluoro-N-((3R,4S)-3-fluoro-1-(oxetan-3-yl)piperidin-4-yl)-4-(methoxy-d3)pyrrolo[2,1-f][1,2,4]triazin-2-amine FC(CN1C=NC2=C1C=C(C=C2F)C=2C(=CN1N=C(N=C(C12)OC([2H])([2H])[2H])N[C@@H]1[C@@H](CN(CC1)C1COC1)F)F)F